C(C)(C)(C)OC(=O)N1OCC[C@H]1C1=CN=NC(=C1)C#N (3S)-3-(6-cyanopyridazin-4-yl)isoxazolidine-2-carboxylic acid tert-butyl ester